C(=O)(O)CCCCCN1\C(\C(C2=CC(=CC=C12)S(=O)(=O)O)(C)C)=C\C=C\C1=[N+](C2=CC=C(C=C2C1(C)C)S(=O)(=O)[O-])CC 2-((1E,3E)-3-(1-(5-carboxypentyl)-3,3-dimethyl-5-sulfoindolin-2-ylidene)prop-1-en-1-yl)-1-ethyl-3,3-dimethyl-3H-indol-1-ium-5-sulfonate